ClC=1C=NC(=NC1)N[C@H]1CN(CC1)C(=O)C1=CC=C(C=C1)N1C(C=CC1=O)=O (R)-1-(4-(3-((5-chloropyrimidin-2-yl)amino)pyrrolidine-1-carbonyl)phenyl)-1H-pyrrole-2,5-dione